1-[4-nitro-3-(4,4,5,5-tetramethyl-1,3,2-dioxaborolan-2-yl)phenyl]pyrazole [N+](=O)([O-])C1=C(C=C(C=C1)N1N=CC=C1)B1OC(C(O1)(C)C)(C)C